N=1NC(C=CC1)CNC(=O)[C@H]1CC12CCN(CC2)C(=O)OC(C(F)(F)F)C(F)(F)F 1,1,1,3,3,3-hexafluoropropan-2-yl (1S)-1-(((2,3-dihydropyridazin-3-yl)methyl)carbamoyl)-6-azaspiro[2.5]octane-6-carboxylate